8-chloro-3-(2-chloro-6-fluoro-3-methylphenyl)imidazo[1,5-a]pyrazine ClC=1C=2N(C=CN1)C(=NC2)C2=C(C(=CC=C2F)C)Cl